NC(C(=O)O)(CCCCB(O)O)CCCN1CCC(CC1)OC1=CC=C(C=C1)C(F)(F)F 2-amino-6-borono-2-(3-(4-(4-(trifluoromethyl)phenoxy)piperidin-1-yl)propyl)hexanoic acid